N-[4-(4-methylpyridin-2-yl)-1,3-thiazol-2-yl]-3-phenylpyridin-2-amine CC1=CC(=NC=C1)C=1N=C(SC1)NC1=NC=CC=C1C1=CC=CC=C1